ClC=1C=C(OC2CCC(CC2)NC(=O)C2=CC=C(N=N2)N2CC3(C2)CC(C3)C(=O)OC)C=CC1C#N methyl 2-[6-[[4-(3-chloro-4-cyano-phenoxy)cyclohexyl]carbamoyl]pyridazin-3-yl]-2-azaspiro[3.3]heptane-6-carboxylate